COC1=CC=C(C=C1)C(C)(C#C)C=1N=C(SC1)N 4-(2-(4-methoxyphenyl)but-3-yn-2-yl)thiazol-2-amine